C(=C)C(C1=CC=CC=C1)P(O)(O)=O.ClC1=COC2=C1C=C(C(=C2F)NC2=C(C=C(C=C2)I)F)C(=O)NOC(CO)CO 3-chloro-N-((1,3-dihydroxypropan-2-yl)oxy)-7-fluoro-6-((2-fluoro-4-iodophenyl)amino)benzofuran-5-carboxamide alpha-vinylbenzyl-phosphonate